OC1CNCCC1(C#C[Si](C)(C)C)OC 3-hydroxy-4-methoxy-4-((trimethylsilyl)ethynyl)piperidine